2-Methoxy-naphthalene-1-carbaldehyde COC1=C(C2=CC=CC=C2C=C1)C=O